methyl 2-hydroxy-5-oxo-4,5-diphenylpentanoate OC(C(=O)OC)CC(C(C1=CC=CC=C1)=O)C1=CC=CC=C1